4-Chloro-8-cyclopropylquinoline ClC1=CC=NC2=C(C=CC=C12)C1CC1